C(C)(=O)O[C@H]1[C@H](OC[C@@H]([C@H]1OC(C)=O)NC1=NC(=CN=C1)C(F)(F)F)COCCCCCCNC(CCOCCNC(CCCC(=O)O)=O)=O 1-((2R,3R,4R,5S)-3,4-diacetoxy-5-((6-(trifluoromethyl)pyrazin-2-yl)amino)tetrahydro-2H-pyran-2-yl)-10,17-dioxo-2,13-dioxa-9,16-diazahenicosan-21-oic acid